tert-butyl 4-(5-(2-((2-chloro-4-(trifluoromethyl)phenyl)amino)-2-oxoethyl)-6-ethyl-2-(hydroxymethyl)-8-oxo-5,8-dihydropyrido[2,3-b]pyrazin-7-yl)piperazine-1-carboxylate ClC1=C(C=CC(=C1)C(F)(F)F)NC(CN1C(=C(C(C=2C1=NC=C(N2)CO)=O)N2CCN(CC2)C(=O)OC(C)(C)C)CC)=O